N-(4-cyclobutyl-3-(difluoro(4-fluorophenyl)methyl)-1-methyl-1H-pyrazol-5-yl)-2-(3,3-difluorocyclobutyl)acetamide C1(CCC1)C=1C(=NN(C1NC(CC1CC(C1)(F)F)=O)C)C(C1=CC=C(C=C1)F)(F)F